4-tert-butylbenzaldehyde hydrazone C(C)(C)(C)C1=CC=C(C=NN)C=C1